N1C=C(C=2C1=CC=NC2)C=2SC=C(N2)C=2C=C(C=CC2)[C@@](C)(O)C2=NC=CC=C2 (R)-1-(3-(2-(1H-pyrrolo[2,3-d]pyridin-3-yl)thiazol-4-yl)phenyl)-1-(pyridin-2-yl)ethan-1-ol